C1(CCCC1)NC(N(CC(C)C)[C@H](C)C1=NN(C(C2=CC(=C(C=C12)F)F)=O)C)=O |r| Racemic-3-cyclopentyl-1-(1-(6,7-difluoro-3-methyl-4-oxo-3,4-dihydrophthalazin-1-yl)ethyl)-1-isobutylurea